3,6,2',4'-tetrahydroxy-flavone OC1=C(OC2=CC=C(C=C2C1=O)O)C1=C(C=C(C=C1)O)O